C1(CCCCC1)N[Si](C)(C)NC1CCCCC1 Bis(cyclohexylamino)dimethylsilan